C(#N)CC(=O)NC([O-])=O (2-cyanoacetyl)-carbamate